C(CCCCCCCCCCC)N(C(C(S(=O)(=O)OCC1(COC(OC1)(C)C)COCC1=CC2=CC=CC=C2C=C1)(F)F)=O)CCCCCCCCCCCC (2,2-dimethyl-5-((naphthalen-2-ylmethoxy)methyl)-1,3-dioxane-5-yl)methyl 2-(didodecylamino)-1,1-difluoro-2-oxoethane-1-sulfonate